(methoxymethyl)-1,4,8-trioxaspiro[4.5]decane COCC1OC2(OC1)CCOCC2